C12CNCC(CC1)C2C(=O)N2CCN(CC2)C(=O)C2=C(C=C(C=C2)NC=2C=1N(C=CN2)C(=CN1)C1=CC=C(C=C1)OC(F)F)C [4-(3-azabicyclo[3.2.1]octane-8-carbonyl)piperazin-1-yl]-[4-[[3-[4-(difluoromethoxy)phenyl]imidazo[1,2-a]pyrazin-8-yl]amino]-2-methylphenyl]methanone